2-(7-chloro-4-methoxy-1H-indole-2-carbonyl)-2-azaspiro[4.5]decane ClC=1C=CC(=C2C=C(NC12)C(=O)N1CC2(CC1)CCCCC2)OC